P(=O)([O-])([O-])[O-].C1(=CC=CC=C1)[B-](C1=CC=CC=C1)(C1=CC=CC=C1)C1=CC=CC=C1.C(C)[N+](C)(CC)CC.C(C)[N+](CC)(CC)C.C(C)[N+](CC)(CC)C.C(C)[N+](CC)(CC)C triethylmethylammonium tetraphenylborate phosphate